C1(CC1)C=1N=C(C(=NC1C=1C2=C(C=NC1)N(C=N2)C)C(=O)N)NC2=CC=C(C=C2)CN2CCN(CC2)C 5-Cyclopropyl-6-(3-methylimidazo[4,5-c]pyridin-7-yl)-3-[4-[(4-methylpiperazin-1-yl)methyl]anilino]pyrazin-2-carboxamid